9-hydroxy-3-ketopregn-4-ene O[C@@]12[C@]3(CCC(C=C3CC[C@H]1[C@@H]1CC[C@H](CC)[C@]1(CC2)C)=O)C